(1R,2S,3R,5R)-3-[4-amino-2-chloro-5-(1-methylpyrazol-3-yl)pyrrolo[2,3-d]pyrimidin-7-yl]-5-{[(3-{[2-(4-fluorophenyl)ethyl]amino}propyl)(methyl)amino]methyl}cyclopentane-1,2-diol NC=1C2=C(N=C(N1)Cl)N(C=C2C2=NN(C=C2)C)[C@H]2[C@@H]([C@@H]([C@H](C2)CN(C)CCCNCCC2=CC=C(C=C2)F)O)O